C1(CC1)CCC1=CN=CC(=N1)N1CCC(CC1)C(=O)OCC ethyl 1-(6-(2-cyclopropylethyl)pyrazin-2-yl)piperidine-4-carboxylate